Dichlorodimethyl-platinum Cl[Pt](C)(C)Cl